C(#N)C1=CC(=NC=C1OC)C(=O)OC methyl 4-cyano-5-methoxypicolinate